(1R)-1-[3-(difluoromethyl)-2-methylphenyl]prop-2-yn-1-amine hydrochloride Cl.FC(C=1C(=C(C=CC1)[C@@H](C#C)N)C)F